C(C)OC(CNC1=CC(=CC(=C1)N1N=CN=C1)OC)=O 2-((3-methoxy-5-(1H-1,2,4-triazol-1-yl)phenyl)amino)acetic acid ethyl ester